CC(C)(C)OC(=O)N1CCN(CC1)CCCOC1=C(C=C2C(=CC=NC2=C1)OC1=C(C=C(C=C1)NC(=O)C1(CC1)C(=O)NC1=CC=C(C=C1)F)F)OC 1,1-Dimethylethyl-4-(3-{[4-[(2-fluoro-4-{[(1-{[(4-fluorophenyl)amino]carbonyl}cyclopropyl)carbonyl]amino}phenyl)oxy]-6-(methyloxy)chinolin-7-yl]oxy}propyl)piperazin-1-carboxylat